[Cu].NCC(=O)O.NCC(=O)O bisglycine copper